O1C(OCC1)C=1C(=C(C=O)C=CC1)OCC1=CC=C(C=C1)OC (1,3-dioxolan-2-yl)-2-[(4-methoxyphenyl)methoxy]benzaldehyde